5-(3-((4-((4-(4-amino-3-(4-phenoxyphenyl)-1H-pyrazolo(3,4-d)pyrimidin-1-yl)piperidin-1-yl)methyl)piperidin-1-yl)methyl)azetidin-1-yl)-2-(2,6-dioxopiperidin-3-yl)isoindoline-1,3-dione NC1=C2C(=NC=N1)N(N=C2C2=CC=C(C=C2)OC2=CC=CC=C2)C2CCN(CC2)CC2CCN(CC2)CC2CN(C2)C=2C=C1C(N(C(C1=CC2)=O)C2C(NC(CC2)=O)=O)=O